C(C)(C)(C)OC(=O)N1C(C(CC1)O)C1=C(C=C(C=C1)C1=C(C=CC=C1)C1CC1)Br (3-bromo-2'-cyclopropyl-[1,1'-biphenyl]-4-yl)-3-hydroxypyrrolidine-1-carboxylic acid tert-butyl ester